4-(2-fluoro-4-nitrophenoxy)biphenyl FC1=C(OC2=CC=C(C=C2)C2=CC=CC=C2)C=CC(=C1)[N+](=O)[O-]